ClC1=NC=C(C(=N1)OCC#N)F 2-(2-chloro-5-fluoro-pyrimidin-4-yl)oxyacetonitrile